[C@H]12COC[C@@H]2C1N1N=NC=2C(C1=O)=NN(C2Cl)CC2=C(C(=CC=C2)Cl)F 3-((1R,5S,6r)-3-oxabicyclo[3.1.0]hexan-6-yl)-7-chloro-6-(3-chloro-2-fluorobenzyl)-3,6-dihydro-4H-pyrazolo[4,3-d][1,2,3]triazin-4-one